C(C1=CC=CC=C1)ONC(C(=C)C)=O Benzylmethacrylohydroxamate